FC1=C(OC2=NC(=CC(=N2)NS(=O)(=O)CC)C2=CN(C(C(=C2)C)=O)C)C=CC(=C1)F N-[2-(2,4-difluorophenoxy)-6-(1,5-dimethyl-6-oxopyridin-3-yl)pyrimidin-4-yl]ethanesulfonamide